ClC=1C=C(C(=C2C(N(CC12)[C@H]1C(NC(CC1)=O)=O)=O)F)CNC(OC1CC(C1)N1N=CC=C1C(F)(F)F)=O (1r,3R)-3-(5-(trifluoromethyl)-1H-pyrazol-1-yl)cyclobutyl ((7-chloro-2-((R)-2,6-dioxopiperidin-3-yl)-4-fluoro-3-oxoisoindolin-5-yl)methyl)carbamate